NC(C(=O)O)C#CC1=C(C=CC(=C1)NC(CCCNC(C[C@H]1C=2N(C3=C(C(=N1)C1=CC=C(C=C1)Cl)C(=C(S3)C)C)C(=NN2)C)=O)=O)C(=O)OC 2-amino-4-(5-(4-(2-((S)-4-(4-chlorophenyl)-2,3,9-trimethyl-6H-thieno[3,2-f][1,2,4]triazolo[4,3-a][1,4]diazepin-6-yl)acetamido)butanamido)-2-(methoxycarbonyl)phenyl)but-3-ynoic acid